FC=1C(=NC(=NC1)NC1=NC=C(C=C1)CN1CC2CCC(C1)N2C)C2=CC1=C(N=C3N1[C@@H](CC3)CF)C(=C2)F 5-fluoro-4-((S)-5-fluoro-1-(fluoromethyl)-2,3-dihydro-1H-benzo[d]pyrrolo[1,2-a]imidazol-7-yl)-N-(5-((8-methyl-3,8-diazabicyclo[3.2.1]octan-3-yl)methyl)pyridin-2-yl)pyrimidin-2-amine